C(C)OC(=O)C1=C(SC(=C1CBr)C1=CC=C(C=C1)[N+](=O)[O-])N(C(=O)OCC)CC1=C(C=CC=C1F)F 4-bromomethyl-2-[(2,6-difluorobenzyl)ethoxycarbonylamino]-5-(4-nitrophenyl)thiophene-3-carboxylic acid ethyl ester